4-[[3-(2,3-difluoro-4-methoxyphenyl)imidazo[1,2-a]pyrazin-8-yl]amino]-2-ethyl-N-[3-(hydroxymethyl)oxetan-3-yl]benzamide FC1=C(C=CC(=C1F)OC)C1=CN=C2N1C=CN=C2NC2=CC(=C(C(=O)NC1(COC1)CO)C=C2)CC